[C@@H]1([C@H](O)[C@H](S)[C@@H](CO)O1)N1C=NC=2C(=O)NC(N)=NC12 3'-thio-guanosine